CN(C/C=C/C(=O)NC1=C(C=C(C(=O)O)C=C1)F)C (E)-4-(4-(dimethylamino)but-2-enamido)-3-fluorobenzoic acid